(R)-4-fluoro-2-((3-methyl-2,4-dioxo-6-(piperidin-3-ylamino)-3,4-dihydropyrimidine-1(2H)-yl)methyl)benzonitrile FC1=CC(=C(C#N)C=C1)CN1C(N(C(C=C1N[C@H]1CNCCC1)=O)C)=O